7-bromo-8-methyl-1H-pyrido[2,3-b][1,4]oxazin-2(3H)-one BrC1=C(C2=C(OCC(N2)=O)N=C1)C